BrC1=C(C=C(N(C1=O)C)C(=O)OC)OC methyl 5-bromo-4-methoxy-1-methyl-6-oxo-1,6-dihydropyridine-2-carboxylate